C(C(C)C)N1N=C(C=C1CC(C)C)NC1=C(C(=O)[O-])C=C(C=N1)C=1SC=CC1 2-((1,5-diisobutyl-1H-pyrazol-3-yl)amino)-5-(thiophen-2-yl)nicotinate